methyl (2-methylpyrimidin-5-yl)carbamate CC1=NC=C(C=N1)NC(OC)=O